C1(=CC=CC=C1)C1=C(C(=NN=N1)C1=CC=CC=2OC3=C(C21)C=CC=C3)C3=C(C=C(C(=C3C3=CC=CC=2C1=CC=CC=C1NC32)C3=CC=CC=C3)C3=CC=CC=C3)C3=CC=CC=C3 (phenyl)(diphenyl-Carbazolylbiphenylyl)(dibenzofuranyl)triazine